ClC1=C(C(=C(C=C1OC)OC)Cl)C1=CC2=C(N=C(N=C2)N[C@@H]2COCC[C@@H]2NC(C=C)=O)C(=N1)OC N-((3S,4S)-3-((6-(2,6-dichloro-3,5-dimethoxyphenyl)-8-methoxypyrido[3,4-d]pyrimidin-2-yl)amino)tetrahydro-2H-pyran-4-yl)acrylamide